C(C1=CC=CC=C1)N=C=S benzyl isothiocyanate